ClC1=CC(=C2C(=N1)N(N=N2)[C@H]2[C@@H]([C@@H]([C@H](O2)COP(=O)(O)CP(O)(O)=O)O)O)NC2CCCC2 (((((2R,3S,4R,5R)-5-(5-chloro-7-(cyclopentylamino)-3H-[1,2,3]triazolo[4,5-b]pyridin-3-yl)-3,4-dihydroxytetrahydro-furan-2-yl)methoxy)(hydroxy)-phosphoryl)methyl)phosphonic acid